2-fluoro-N-[5-(hydroxymethyl)-2-(5-methyl-1H-pyrazol-3-yl)-2H-indazol-3-yl]-5-pyrimidin-2-yl-4-(trifluoromethyl)benzamide FC1=C(C(=O)NC=2N(N=C3C=CC(=CC23)CO)C2=NNC(=C2)C)C=C(C(=C1)C(F)(F)F)C1=NC=CC=N1